CC1(OB(OC1(C)C)C1=C2CN(N(CC2=CC=C1)C(=O)OC(C)(C)C)C(=O)OC(C)(C)C)C di-tert-butyl 5-(4,4,5,5-tetramethyl-1,3,2-dioxaborolan-2-yl)-1,4-dihydrophthalazine-2,3-dicarboxylate